NC1=C2C(=NC=N1)N(N=C2C2=CC=C(C=C2)OC2=CC=CC=C2)[C@H]2CN(CCC2)C(=O)N2CC(C2)N2CCN(CC2)C=2C=C1C(N(C(C1=CC2)=O)C2C(NC(CC2)=O)=O)=O 5-(4-(1-((R)-3-(4-amino-3-(4-phenoxyphenyl)-1H-pyrazolo[3,4-d]pyrimidin-1-yl)piperidine-1-carbonyl)azetidin-3-yl)piperazin-1-yl)-2-(2,6-dioxopiperidin-3-yl)isoindoline-1,3-dione